2-(7-((2S,5R)-2,5-diethyl-4-(1-(2-methylthiazolo[5,4-b]pyridin-5-yl)ethyl-2,2,2-d3)piperazin-1-yl)-4-(methyl-d3)-5-oxo-4,5-dihydro-2H-pyrazolo[4,3-b]pyridin-2-yl)acetonitrile C(C)[C@@H]1N(C[C@H](N(C1)C(C([2H])([2H])[2H])C1=CC=C2C(=N1)SC(=N2)C)CC)C=2C=1C(N(C(C2)=O)C([2H])([2H])[2H])=CN(N1)CC#N